CN(C=1C=C(C=NC1)C1=CC=C2C=CC(=C(C2=C1)NCC(C#N)=C)OC)C 2-[({7-[5-(dimethylamino)pyridin-3-yl]-2-methoxynaphthalen-1-yl}amino)methyl]prop-2-enenitrile